(S)-(+)-4-(3-methylphenyl)-3-methyl-2-butanone CC=1C=C(C=CC1)C[C@@H](C(C)=O)C